FC(C(=O)N1C2CC(CC1CC2)NC2=C1C=CC=NC1=CC(=N2)NC=2SC(=CN2)CO)F 2,2-difluoro-1-((3-exo)-3-((7-((5-(hydroxymethyl)thiazol-2-yl)amino)-1,6-naphthyridin-5-yl)amino)-8-azabicyclo[3.2.1]octan-8-yl)ethan-1-one